5-[4-amino-5-(trifluoromethyl)pyrrolo[2,1-f][1,2,4]triazin-7-yl]-2-fluoro-N-(4,4,4-trifluoro-3-hydroxy-3-phenylbutyl)pyridine-3-carboxamide NC1=NC=NN2C1=C(C=C2C=2C=C(C(=NC2)F)C(=O)NCCC(C(F)(F)F)(C2=CC=CC=C2)O)C(F)(F)F